4-phenoxybenzenesulfonate O(C1=CC=CC=C1)C1=CC=C(C=C1)S(=O)(=O)[O-]